ClC=1C(=CC(=C(C1)/C=C(/C(=O)[O-])\C#N)OCC1=CC(=CC=C1)C#N)OCC=1C(=C(C=CC1)C1=CC=CC=C1)C (E)-3-(5-chloro-2-((3-cyanobenzyl) oxy)-4-((2-methyl-[1,1'-biphenyl]-3-yl) methoxy) phenyl)-2-cyanoacrylate